[SnH3]N stannyl-amine